ClC=1C(N(N=C(C1C1=C(C=C(C=C1)F)Cl)C=1C=NC=CC1C)C)=O 4-chloro-5-(2-chloro-4-fluorophenyl)-2-methyl-6-(4-methyl-3-pyridinyl)-3(2H)-pyridazinone